ClC1=CC=C(C(=N1)C(=O)NS(=O)(=O)C)N[C@H](C)C=1C=C(C=C2C(N(C(=NC12)C=1C=NC(=CC1)NC1=NN(C=C1)C)C)=O)C (R)-6-chloro-3-((1-(3,6-dimethyl-2-(6-((1-methyl-1H-pyrazol-3-yl)amino)pyridin-3-yl)-4-oxo-3,4-dihydroquinazolin-8-yl)ethyl)amino)-N-(methylsulfonyl)picolinamide